N[C@H](C(=O)O)CN1C[C@@H]([C@H](CC1)N1N=CC(=C1Cl)NC1=NC=C(C(=N1)NC)C(F)(F)F)F (S)-2-amino-3-((3S,4S)-4-(5-chloro-4-((4-(methylamino)-5-(trifluoromethyl)pyrimidin-2-yl)amino)-1H-pyrazol-1-yl)-3-fluoropiperidin-1-yl)propanoic acid